BrC1=C(C(=CC=C1)NC([2H])([2H])[2H])N bromo-N1-(methyl-d3)benzene-1,2-diamine